[OH-].[NH4+].[NH+]1=CC=CC=C1.[OH-] pyridinium ammonium hydroxide